N1(N=CN=C1)CNC1=C(C(=O)OC)C=CC(=C1)C(=O)OC dimethyl 2-(((1H-1,2,4-triazol-1-yl)methyl)amino)terephthalate